6-bromo-2-methanesulfinyl-7-(3,4,5-trifluorophenyl)-3H-imidazo[2,1-f][1,2,4]triazin-4-one BrC=1N=C2C(NC(=NN2C1C1=CC(=C(C(=C1)F)F)F)S(=O)C)=O